C(C1=CC=CC=C1)OC1=CC=C2N=C(C=3N(C2=C1)C(=CC3C)C)C3=C(C=CC1=CC=CC=C31)P(C3=CC(=CC(=C3)C)C)(C3=CC(=CC(=C3)C)C)=O (R)-(1-(8-benzyloxy-1,3-dimethylpyrrolo[1,2-a]quinoxalin-4-yl)naphthalen-2-yl)bis(3,5-dimethylphenyl)phosphine oxide